2-(6-(1-(trifluoromethyl)cyclopropyl)pyridin-2-yl)propanehydrazide FC(C1(CC1)C1=CC=CC(=N1)C(C(=O)NN)C)(F)F